ClCCN(S(=O)(=O)NC(OC(C)(C)C)=O)C tert-butyl (N-(2-chloroethyl)-N-methylsulfamoyl)carbamate